3-methylfuran-formaldehyde CC1=C(OC=C1)C=O